C1(CC1)[C@@H]1N(CC[C@@H](C1)OC=1C(=NC(=CC1)OCC)C(F)(F)F)C=1C=CC(=NC1C(=O)N[C@H]1CN(CC1)C)C=1C(=NC=CC1)OCC 5-[cis-2-cyclopropyl-4-{[6-ethoxy-2-(trifluoromethyl)pyridin-3-yl]oxy}piperidin-1-yl]-2'-ethoxy-N-[(3R)-1-methylpyrrolidin-3-yl]-[2,3'-bipyridine]-6-carboxamide